BrC1=CC=C(C=C1)C=1N=NN(C1COC1OCCCC1)C[Si](C)(C)C 4-(4-bromophenyl)-5-(((tetrahydro-2H-pyran-2-yl)oxy)methyl)-1-((trimethylsilyl)methyl)-1H-1,2,3-triazole